(3R)-1-acetyl-N-(((2S,5R)-6-hydroxy-7-oxo-1,6-diazabicyclo[3.2.1]octan-2-yl)(imino)methyl)piperidine-3-carboxamide C(C)(=O)N1C[C@@H](CCC1)C(=O)NC(=N)[C@H]1N2C(N([C@H](CC1)C2)O)=O